OCCCCC=1C=C2CN(C(C2=CC1)=O)C1C(NC(CC1)=O)=O 3-(5-(4-hydroxybutyl)-1-oxoisoindolin-2-yl)piperidine-2,6-dione